trans-2-aminocyclobutanecarboxylic acid N[C@H]1[C@@H](CC1)C(=O)O